tert-Butyl (2-(4-((4-(3,3-dioxido-2H-benzo[d][1,3]oxathiol-6-yl)-2-fluorophenoxy)methyl)piperidin-1-yl)-2-oxoethyl)carbamate O=S1(COC2=C1C=CC(=C2)C2=CC(=C(OCC1CCN(CC1)C(CNC(OC(C)(C)C)=O)=O)C=C2)F)=O